silicon dioxide, cerium salt [Ce].[Si](=O)=O